[Si](C)(C)(C(C)(C)C)OCCCOC=1C=C(C=NC1)CC1(C2=C(N=C(N1)NC)N(C=C2C=2C=C1C=C(C=NC1=CC2)OCC2=CC=C(C=C2)OC)C2=C(C=CC=C2)C)N 4-((5-(3-((tert-butyldimethylsilyl)oxy)propoxy)pyridin-3-yl)methyl)-5-(3-((4-methoxybenzyl)oxy)quinolin-6-yl)-N2-methyl-7-tolyl-7H-pyrrolo[2,3-d]pyrimidine-2,4-diamine